6-(ethoxymethyl)nicotinonitrile C(C)OCC1=NC=C(C#N)C=C1